5-methyl-1-phenylpyridine-2,4(1H,3H)-dione CC=1C(CC(N(C1)C1=CC=CC=C1)=O)=O